C(C)(C)(C)OC(=O)N1C2=C(C(=C1)C(C)C)C(=C(S2)Br)C.NC=2C=C(OC1=CC=C(C=C1)C1=CC=C(C=C1)OC1=CC(=CC=C1)N)C=CC2 bis[3-aminophenoxy]biphenyl tert-butyl-2-bromo-4-isopropyl-3-methyl-6H-thieno[2,3-b]pyrrole-6-carboxylate